tetrapyrrole tin [Sn].N1C=CC=C1.N1C=CC=C1.N1C=CC=C1.N1C=CC=C1